ClC=1C(=NC(=NC1)NC1CCOCC1)C1=CC=C2CN(C(C2=C1)=O)[C@@H](C(=O)N[C@H](C)C1=CC(=NC=C1F)N(C)C)C (2R)-2-(6-{5-chloro-2-[(oxacyclohex-4-yl)amino]pyrimidin-4-yl}-1-oxo-2,3-dihydro-1H-isoindol-2-yl)-N-[(1R)-1-[2-(dimethylamino)-5-fluoropyridin-4-yl]ethyl]propionamide